ClC1=CC2=C(O[C@@H](CN(S2(=O)=O)CC2=CC(=CC=3C=COC32)C(CC(=O)O)C3=C(C2=C(N(N=N2)C)C=C3)Cl)CC)N=C1 3-(7-{[(4R)-8-chloro-4-ethyl-1,1-dioxo-3,4-dihydro-2H-pyrido[2,3-b][1,4,5]oxathiazepin-2-yl]methyl}-1-benzofuran-5-yl)-3-(4-chloro-1-methyl-1H-benzotriazol-5-yl)propanoic acid